3-chloro-4-hydroxybenzoic acid ClC=1C=C(C(=O)O)C=CC1O